5-bromo-6-(difluoromethoxy)-1-((2-(trimethylsilyl)ethoxy)methyl)-1H-indazole BrC=1C=C2C=NN(C2=CC1OC(F)F)COCC[Si](C)(C)C